(R)-N-(2-Fluoro-3-hydroxy-3-methylbutyl)-4-(isopropylamino)-2-(pyridazin-4-yl)thieno[2,3-b]pyridin-5-carboxamid F[C@H](CNC(=O)C=1C(=C2C(=NC1)SC(=C2)C2=CN=NC=C2)NC(C)C)C(C)(C)O